The molecule is a 1-alkyl-sn-glycero-3-phosphocholine in which the alkyl group is specified as octadecyl It is an organic molecular entity and a 1-alkyl-sn-glycero-3-phosphocholine. CCCCCCCCCCCCCCCCCCOC[C@H](COP(=O)([O-])OCC[N+](C)(C)C)O